1-benzyl 3-ethyl (3s)-piperidine-1,3-dicarboxylate N1(C[C@H](CCC1)C(=O)OCC)C(=O)OCC1=CC=CC=C1